(2,4-difluoro-5-(2-methoxyvinyl)phenyl)isoxazole FC1=C(C=C(C(=C1)F)C=COC)C1=NOC=C1